C(#N)C=1C=C(SC1)CN1C2=C(C3=CC=CC(=C13)C(=O)O)CCCC(C2)CCCCCC 5-[(4-cyanothiophen-2-yl)methyl]-7-hexyl-5H,6H,7H,8H,9H,10H-cyclohepta[b]indole-4-carboxylic acid